OC1=C(C=C(CC(N)C)C=C1)OC 4-hydroxy-3-methoxy-amphetamine